N-{[6-({[(4,4-dimethyloxolan-2-yl)methyl]amino}methyl)imidazo[1,2-a]pyridin-2-yl]methyl}-4-oxo-4H-pyrido[1,2-a]pyrimidine-2-carboxamide CC1(CC(OC1)CNCC=1C=CC=2N(C1)C=C(N2)CNC(=O)C=2N=C1N(C(C2)=O)C=CC=C1)C